OCC(CCC)(O)CO di(hydroxymethyl)-1-butanol